4-[7-fluoro-2-(oxan-2-yl)indazol-4-yl]-3-pyridin-1-ium-1-yl-6-(trifluoromethoxy)-1H-1,7-phenanthroline-2-one FC1=CC=C(C2=CN(N=C12)C1OCCCC1)C1=C(C(NC2=C3C=CC=NC3=C(C=C12)OC(F)(F)F)=O)[N+]1=CC=CC=C1